NC1=CC(=C(C=C1)C=1C=CC(N(N1)C)=O)F 6-(4-amino-2-fluorophenyl)-2-methylpyridazin-3(2H)-one